(dimethylglycyl)piperidin CN(CC(=O)N1CCCCC1)C